FC1=C(C(=CC=C1)C=1N=NN(N1)C(C1=CC=CC=C1)(C1=CC=CC=C1)C1=CC=CC=C1)C1=CC(=C(C=C1)OC)OC 2-fluoro-3',4'-dimethoxy-6-(2-trityl-2H-tetrazol-5-yl)-[1,1'-biphenyl]